4-(3-fluorobenzoyl)-1H-pyrrole-2-carboxylic acid FC=1C=C(C(=O)C=2C=C(NC2)C(=O)O)C=CC1